BrC1=C(C#N)C=CC(=C1F)OC[C@H](C)OC1OCCCC1 2-bromo-3-fluoro-4-((2S)-2-((tetrahydro-2H-pyran-2-yl)oxy)propoxy)benzonitrile